NC1=NC(=CC(=N1)C=1C=C(C#N)C=CC1)C=1N=NN(C1)CC=1NC=CN1 m-(2-amino-6-{1-[(1H-imidazol-2-yl)methyl]-1H-1,2,3-triazol-4-yl}-4-pyrimidinyl)benzonitrile